tert-butyl 7-{[2-(2,6-dioxopiperidin-3-yl)-1-oxo-2,3-dihydro-1H-isoindol-4-yl]amino}heptanoate O=C1NC(CCC1N1C(C2=CC=CC(=C2C1)NCCCCCCC(=O)OC(C)(C)C)=O)=O